(5-phenyl-2-tetrahydropyran-2-yl-1,2,4-triazol-3-yl)-3,4-dihydro-1H-isoquinolin-7-ol C1(=CC=CC=C1)C=1N=C(N(N1)C1OCCCC1)C1NCCC2=CC=C(C=C12)O